6-(3-ethyl-3-undecyl)-2-naphthol C(C)C(CC)(CCCCCCCC)C=1C=C2C=CC(=CC2=CC1)O